S(=O)(=O)([O-])[O-].[Cu+2].O=C1C(C2=CC=CC=C2C(C1Cl)=O)=O 2-oxo-3-chloro-1,4-naphthoquinone copper sulfate